2-(5-fluoro-3-pyridyl)cyclopropanamine hydrochloride salt Cl.FC=1C=C(C=NC1)C1C(C1)N